o-acetyl-phenol C(C)(=O)C1=C(C=CC=C1)O